(4aR)-3-methyl-8-(5-methylpiperidin-2-yl)-1,2,3,4,4a,5-hexahydrobenzo[b]pyrazino[1,2-d][1,4]oxazine CN1C[C@H]2N(C3=C(OC2)C=C(C=C3)C3NCC(CC3)C)CC1